N-(3-chloro-7-trifluoromethyl-pyrazolo[1,5-a]pyridin-5-yl)-1-(1-oxo-1,2-dihydroisoquinolin-5-yl)-5-trifluoromethyl-1H-pyrazole-4-carboxamide ClC=1C=NN2C1C=C(C=C2C(F)(F)F)NC(=O)C=2C=NN(C2C(F)(F)F)C2=C1C=CNC(C1=CC=C2)=O